CC(CC(=O)N1CCN(C2=CC=CC=C12)C(CCN1CCCC1)=O)C 3-methyl-1-(4-(3-(pyrrolidin-1-yl)propanoyl)-3,4-dihydroquinoxalin-1(2H)-yl)butan-1-one